2,3-dimethylheptanediamine CC(C(N)N)C(CCCC)C